FC(C1=CC=CC2=C1N=CS2)(F)F 4-(trifluoromethyl)-1,3-benzothiazole